S(=O)(=O)(O)O.C(=C)N1CN(C=C1)CCCC 1-vinyl-3-butylimidazole hydrogensulfate